OC1C(OCC1CC1=CC(=CC=C1)C)=O (-)-3-Hydroxy-4-(3-methylbenzyl)dihydrofuran-2(3H)-one